ClC=1C=CC(=C(C(=O)N[C@H](C(C(=O)NC2CC2)=O)C[C@H]2C(N[C@@H](C2)C)=O)C1)NC(=O)C1(CC1)C(F)(F)F 5-chloro-N-[(1S)-3-(cyclopropylamino)-1-[[(3S,5R)-5-methyl-2-oxo-pyrrolidin-3-yl]methyl]-2,3-dioxo-propyl]-2-[[1-(trifluoromethyl)cyclopropanecarbonyl]amino]benzamide